C(C)(C)(C)NS(=O)(=O)C1=CC(=CC=C1)NC1=NC(=NC=C1C)NC=1N=NC(=CC1)N1CCN(CC1)CC=1C(=C2CN(C(C2=CC1)=O)C1C(NC(CC1)=O)=O)F N-(tert-butyl)-3-((2-((6-(4-((2-(2,6-dioxopiperidin-3-yl)-4-fluoro-1-oxoisoindolin-5-yl)methyl)piperazin-1-yl)pyridazin-3-yl)amino)-5-methylpyrimidin-4-yl)amino)benzenesulfonamide